1-((6'-(2H-tetrazol-5-yl)-[1,1':3',1''-terphenyl]-4-yl)methyl)-4-ethyl-2-propyl-1H-imidazole-5-carboxylic acid N=1NN=NC1C1=CC=C(C=C1C1=CC=C(C=C1)CN1C(=NC(=C1C(=O)O)CC)CCC)C1=CC=CC=C1